C(C)(C)NC(OC1CC(C1)C1=NN(C(=C1)N)C(C)(C)C)=O (1s,3s)-3-(5-amino-1-tert-butylpyrazol-3-yl)cyclobutyl N-isopropylcarbamate